ClC1=NC2=C(C=CC=C2C=2N1N=C(N2)C=2C=NN(C2)C(F)F)C#N chloro-2-[1-(difluoromethyl)-1H-pyrazol-4-yl][1,2,4]triazolo[1,5-c]quinazolin-7-carbonitrile